N1(CCOCC1)CCCCN1N=CC(=CC1=O)C1=CC=CC=C1 2-(4-morpholinylbutyl)-5-phenylpyridazin-3(2H)-one